(4-chloro-2-(2-methoxy-7-methylquinoxalin-5-yl)-7,8-dihydrobenzofuro[5,4-d]thiazol-7-yl)methyl (6-methoxypyridin-3-yl)carbamate COC1=CC=C(C=N1)NC(OCC1OC2=C(C1)C1=C(N=C(S1)C1=C3N=CC(=NC3=CC(=C1)C)OC)C(=C2)Cl)=O